CC1=C(C(=O)O)C(=C(C=C1)C)C 2,5,6-trimethylbenzoic acid